C(#N)C1=CC(=C(C=C1)NC(=O)[C@@H]1CN([C@H](O1)C(F)(F)F)C1=CC(=C(C=C1)[N+](=O)[O-])C)F (2R,5S)-N-(4-Cyano-2-fluorophenyl)-3-(3-methyl-4-nitrophenyl)-2-(trifluoromethyl)oxazolidin-5-carboxamid